4,7-Bis-dimethylamino-10-ethoxy-3,12,12a-trihydroxy-1,11-dioxo-1,4,4a,5,5a,6,11,12a-octahydro-naphthacene-2-carboxylic acid amide CN(C1C(=C(C(C2(C(=C3C(C4=C(C=CC(=C4CC3CC12)N(C)C)OCC)=O)O)O)=O)C(=O)N)O)C